FC(C)(F)C1=CC(=C(C=C1)S(=O)(=O)Cl)F 4-(1,1-difluoroethyl)-2-fluoro-benzenesulfonyl chloride